C1CC12CN(CC2)C2=CN=CC(=N2)C=2N=NN(C2)C(C)N2C(C=C(C=C2)Cl)=O 1-(1-(4-(6-(5-azaspiro[2.4]heptan-5-yl)pyrazin-2-yl)-1H-1,2,3-triazol-1-yl)ethyl)-4-chloropyridin-2(1H)-one